(E)-3-(2-(((1,3-dimethyl-1H-pyrazol-5-yl)methyl)amino)phenyl)-N-hydroxyacrylamide CN1N=C(C=C1CNC1=C(C=CC=C1)/C=C/C(=O)NO)C